Br[Hg]Br dibromomercury